((S)-6,8-dichloro-1-methyl-3,4-dihydroisoquinolin-2(1H)-yl)((R)-morpholin-2-yl)methanone trifluoroacetic acid salt FC(C(=O)O)(F)F.ClC=1C=C2CCN([C@H](C2=C(C1)Cl)C)C(=O)[C@H]1CNCCO1